2-phenylamino-5-aminobenzenesulfonate C1(=CC=CC=C1)NC1=C(C=C(C=C1)N)S(=O)(=O)[O-]